2-((((9H-fluoren-9-yl)methoxy)carbonyl)amino)-3-(2,5-dimethylphenyl)propanoic acid C1=CC=CC=2C3=CC=CC=C3C(C12)COC(=O)NC(C(=O)O)CC1=C(C=CC(=C1)C)C